BrC=1C(N(C(=CC1OCC1=C(C=CC=C1F)F)C)C1=C(C=CC=C1C)C)=O 3-bromo-4-[(2,6-difluorobenzyl)oxy]-1-(2,6-dimethylphenyl)-6-methylpyridin-2(1H)-one